6-Chloro-4-[(2S,5R)-2,5-dimethyl-4-prop-2-enoyl-piperazin-1-yl]-7-(2-fluorophenyl)-1-[2-isopropyl-4-methyl-6-(pyrrolidin-1-ylmethyl)-3-pyridyl]pyrido[2,3-d]pyrimidin-2-one ClC1=CC2=C(N(C(N=C2N2[C@H](CN([C@@H](C2)C)C(C=C)=O)C)=O)C=2C(=NC(=CC2C)CN2CCCC2)C(C)C)N=C1C1=C(C=CC=C1)F